9,9-bis(9-hydroxy-3-phenanthryl)fluorene OC=1C2=CC=CC=C2C=2C=C(C=CC2C1)C1(C2=CC=CC=C2C=2C=CC=CC12)C=1C=CC=2C=C(C3=CC=CC=C3C2C1)O